(R)-5-(2,7-diazaspiro[3.5]nonane-2-carbonyl)pyrrolidin-2-one C1N(CC12CCNCC2)C(=O)[C@H]2CCC(N2)=O